tetrakis(triphenylphosphine) nickel (0) rhodium [Rh].[Ni].C1(=CC=CC=C1)P(C1=CC=CC=C1)C1=CC=CC=C1.C1(=CC=CC=C1)P(C1=CC=CC=C1)C1=CC=CC=C1.C1(=CC=CC=C1)P(C1=CC=CC=C1)C1=CC=CC=C1.C1(=CC=CC=C1)P(C1=CC=CC=C1)C1=CC=CC=C1